[Br-].C(CC)(=O)OC methyl propionate bromide salt